4-[7-(2-ethyltetrazol-5-yl)imidazo[1,2-a]pyridin-3-yl]benzonitrile C(C)N1N=C(N=N1)C1=CC=2N(C=C1)C(=CN2)C2=CC=C(C#N)C=C2